FC1(CC1)C1=NC2=CC=C(C=C2C(=N1)N1CCC(CC1)C1=C(C=CC=C1)OC)N1C[C@@H](CC1)O (R)-1-{2-(1-Fluoro-cyclopropyl)-4-[4-(2-methoxy-phenyl)-piperidin-1-yl]-quinazolin-6-yl}-pyrrolidin-3-ol